Thio-sulfate S(=S)(=O)([O-])[O-]